FC=1C=C(C=CC1F)C1=C(C=C(C=C1)F)NC(=O)C1=NNC=C1 N-(3',4'-difluoro-4-fluorobiphenyl-2-yl)-1H-pyrazole-carboxamide